[(7R,9aS)-7-(3,4-difluorophenyl)-7-hydroxy-3,4,6,8,9,9a-hexahydro-1H-pyrido[1,2-a]pyrazin-2-yl]-(2-chloro-3-methoxyphenyl)methanone FC=1C=C(C=CC1F)[C@@]1(CC[C@@H]2N(CCN(C2)C(=O)C2=C(C(=CC=C2)OC)Cl)C1)O